ClC=1C=C(C=CC1)C1=NC(=NC(=C1)C1=CC=CC=C1)C1=CC(=CC=C1)C1[C@H]2C3C(C[C@H]13)C2 4-(3-chlorophenyl)-6-phenyl-2-(3-((1R,2r,3S,6r)-tricyclo[3.1.1.03,6]heptan-2-yl)phenyl)pyrimidine